FC=1C(=NC(=NC1)N[C@H]1[C@@H](COCC1)O)C=1C=C2C(=C(C=NC2=CC1)CNC=1C=NN(C1)C)C(C)C (3S,4R)-4-((5-fluoro-4-(4-isopropyl-3-(((1-methyl-1H-pyrazol-4-yl)amino)methyl)quinolin-6-yl)pyrimidin-2-yl)amino)tetrahydro-2H-pyran-3-ol